CC(CC(=O)OC=1C=CC=C2NC=C(CCN(C)CC)C12)C 4-(3-methylbutanoyl)oxy-N-ethyl-N-methyltryptamine